Cl.NC1C2CN(CC1C2)C2=NC(=C(C=1N2C=CN1)C1=CC(=C(C=C1)OC)O)C1=CC(=C(C#N)C=C1)F 4-(5-(6-amino-3-azabicyclo[3.1.1]heptan-3-yl)-8-(3-hydroxy-4-methoxyphenyl)imidazolo[1,2-c]pyrimidin-7-yl)-2-fluorobenzonitrile hydrochloride